allyloxyhydroxypropyl-sulphonic acid C(C=C)OC(CCS(=O)(=O)O)O